1-(carbamoylamino)-3-fluoro-pyrrole-2-carboxylic acid ethyl ester C(C)OC(=O)C=1N(C=CC1F)NC(N)=O